trioctadecyl 2-hydroxy-1,2,3-propanetricarboxylate OC(CC(=O)OCCCCCCCCCCCCCCCCCC)(CC(=O)OCCCCCCCCCCCCCCCCCC)C(=O)OCCCCCCCCCCCCCCCCCC